C(C1=CC=CC=C1)OC1=C(C=CC=C1F)C1=CC(=CC=C1F)C[C@]1(C[C@H](CC1)NS(=O)(=O)C)C(=O)N(C)OC (1R,3S)-1-((2'-(benzyloxy)-3',6-difluoro-[1,1'-biphenyl]-3-yl)methyl)-N-methoxy-N-methyl-3-(methylsulfonamido)cyclopentane-1-carboxamide